C(C)(C)(C)C1=CC=C(C=C1)C1=CC(=CC=C1F)C1=NN(C(=C1CC1=CC(=C(C=C1)S(N)(=O)=O)F)CC1CC1)C=1SC=C(N1)C(=O)O 2-(3-(4'-(tert-butyl)-6-fluoro-[1,1'-biphenyl]-3-yl)-5-(cyclopropylmethyl)-4-(3-fluoro-4-sulfamoylbenzyl)-1H-pyrazol-1-yl)thiazole-4-carboxylic acid